C(CCCCCCCC=CC=CC=CCCCC)(=O)OCCCCCCCCCCCCCCCCCCCCCCCCCCCCCCCC dotriacontan-1-yl eleostearate